OC1=C(C(=CC=C1)O)B(O)O 2,6-DIHYDROXYBENZENEBORONIC ACID